C(C)(C)(C)OC(=O)NC(COC=1C=C(C(=NC1)Cl)C(=O)OC)(C)C methyl 5-[2-(tert-butoxycarbonylamino)-2-methyl-propoxy]-2-chloro-pyridine-3-carboxylate